CN(C(=O)[C@@H]1CC[C@H](CC1)N)C trans-4-(N,N-dimethylaminocarbonyl)cyclohexylamine